2-(1-(6-chloropyridin-2-yl)-1H-pyrazol-4-yl)-N-(5-cyclopropyl-1H-pyrazol-3-yl)acetamide ClC1=CC=CC(=N1)N1N=CC(=C1)CC(=O)NC1=NNC(=C1)C1CC1